FC1=C(C=CC(=C1)F)S(=O)(=O)NC=1C(=NC=C(C1)C=1C=C2C(=NC=NC2=CC1)N1C2CN(C(C1)CC2)C(\C=C\C(C)=O)=O)OC (E)-2,4-difluoro-N-(2-methoxy-5-(4-(5-(4-oxopent-2-enoyl)-2,5-diazabicyclo[2.2.2]octan-2-yl)quinazolin-6-yl)pyridin-3-yl)benzene-sulfonamide